FC1=C(C=CC(=C1)F)C=1CCCC2=C(C1C1=CC=C(C=C1)C=C1CN(C1)CCCF)C=CC=C2 8-(2,4-Difluorophenyl)-9-(4-((1-(3-fluoropropyl)azetidin-3-yliden)methyl)phenyl)-6,7-dihydro-5H-benzo[7]annulen